C(C)OC1=CC2=C(N=C(S2)N(CCC2=CC=C(C=C2)OC)CC2=CC=C(C=C2)C#CC(=O)O)C=C1 3-(4-(((6-ethoxybenzo[d]thiazol-2-yl)(4-methoxyphenethyl)amino)-methyl)phenyl)propiolic acid